N12CCCC(CCC1)(C2)OC=2C=CC(=C(C(=O)O)C2)C 5-((1-azabicyclo[3.3.1]nonan-5-yl)oxy)-2-methylbenzoic acid